(1R,5s)-3-[3-[[(1R)-1-[3-[1-ethyl-5-(methylcarbamoyl)pyrrol-3-yl]-5-methoxy-phenyl]ethyl]carbamoyl]-4-methyl-phenyl]-3,8-diazabicyclo[3.2.1]octane-8-carboxylic acid tert-butyl ester C(C)(C)(C)OC(=O)N1[C@H]2CN(C[C@@H]1CC2)C2=CC(=C(C=C2)C)C(N[C@H](C)C2=CC(=CC(=C2)OC)C2=CN(C(=C2)C(NC)=O)CC)=O